CNC(=O)C=1SC2=C(N1)C=CC=C2 (methylcarbamoyl)-1,3-benzothiazol